7-(2,7-dimethyl-2H-indazol-5-yl)-3-(2,2,6,6-tetramethylpiperidin-4-yl)pyrido[2,3-d]pyrimidin-4(3H)-one CN1N=C2C(=CC(=CC2=C1)C=1C=CC2=C(N=CN(C2=O)C2CC(NC(C2)(C)C)(C)C)N1)C